(R)-N-(3-(1-((2-amino-5-chloropyridin-3-yl)oxy)ethyl)phenyl)-4-((4-methylpiperazin-1-yl)methyl)benzamide NC1=NC=C(C=C1O[C@H](C)C=1C=C(C=CC1)NC(C1=CC=C(C=C1)CN1CCN(CC1)C)=O)Cl